2-{4-[(1-Methyl-1H-pyrrole-2-carbonyl)-amino]-phenyl}-1H-benzoimidazole-5-carboxylic acid phenylamide C1(=CC=CC=C1)NC(=O)C1=CC2=C(NC(=N2)C2=CC=C(C=C2)NC(=O)C=2N(C=CC2)C)C=C1